C(C)(C)(C)OC(=O)N1CCN(CC1)C(C1=C(C=C(C=C1)NC(=O)C=1N(C(=CN1)C1=C(C(=C(C=C1)C=1C(=NN(C1)CCOS(=O)(=O)C)C)F)F)C)Cl)=O 4-[2-chloro-4-[[5-[2,3-difluoro-4-[3-methyl-1-(2-methylsulfonyloxyethyl)pyrazol-4-yl]phenyl]-1-methyl-imidazole-2-carbonyl]amino]benzoyl]piperazine-1-carboxylic acid tert-butyl ester